CO[Si]1(N(CCC1)C)OC 2,2-dimethoxy-1-methyl-1-aza-2-silacyclopentane